COC=1C(=CC(=C(C1)N1CCC(CC1)N1CCN(CC1)CC1CCNCC1)C)[N+](=O)[O-] 1-(1-(5-methoxy-2-methyl-4-nitrophenyl)piperidin-4-yl)-4-(piperidin-4-ylmethyl)piperazine